4-{[(1R,2R)-2-hydroxy-2,3-dihydro-1H-inden-1-yl]amino}-2-[(6-methoxy-2-methyl-1,2,3,4-tetrahydroisoquinolin-7-yl)amino]pyrimidine-5-carboxamide O[C@H]1[C@@H](C2=CC=CC=C2C1)NC1=NC(=NC=C1C(=O)N)NC1=C(C=C2CCN(CC2=C1)C)OC